methyl allyl-L-prolinate C(C=C)N1[C@@H](CCC1)C(=O)OC